cyclohexane naphthalate C1(=CC=CC2=CC=CC=C12)C(=O)O.C1CCCCC1